4-(4-fluoro-3-methoxyphenyl)-1-(5-(isopropylthio)-4-(4-(trifluoromethyl)phenyl)thiazol-2-yl)-3-methyl-1H-pyrazole-5-carboxylic acid FC1=C(C=C(C=C1)C=1C(=NN(C1C(=O)O)C=1SC(=C(N1)C1=CC=C(C=C1)C(F)(F)F)SC(C)C)C)OC